4-[(6-nitroquinolin-4-yl)amino]-N-[4-(pyridin-4-yl-amino)phenyl]benzamide [N+](=O)([O-])C=1C=C2C(=CC=NC2=CC1)NC1=CC=C(C(=O)NC2=CC=C(C=C2)NC2=CC=NC=C2)C=C1